C1(CC1)N(C(=O)NC1=CC=C(C=C1)OC(F)(F)F)CC1=CC=2N(C=C1)N=CC2C(=O)O 5-((1-cyclopropyl-3-(4-(trifluoromethoxy)phenyl)ureido)methyl)pyrazolo[1,5-a]pyridine-3-carboxylic acid